[Br-].[Cl-].[N+]1(=CC=CC=C1)[N+]1=CC=CC=C1 bipyridinium chloride bromide salt